NC1=CC=C(C(=C1C(=O)N(C)C)F)C=1C(=C2C(=NC1)NC[C@]21[C@@H](C1)C(C)C)Cl 6-Amino-3-((1R,2S)-4'-chloro-2-isopropyl-1',2'-dihydrospiro[cyclopropane-1,3'-pyrrolo[2,3-b]pyridin]-5'-yl)-2-fluoro-N,N-dimethylbenzamide